2,2,3,3,4,4,5-heptafluorocyclopentane FC1(CC(C(C1(F)F)(F)F)F)F